methyl 3-((3,5-dichloro-4-((6-chloro-5-phenylpyridazin-3-yl) oxy) phenyl) amino)-3-oxopropionate ClC=1C=C(C=C(C1OC=1N=NC(=C(C1)C1=CC=CC=C1)Cl)Cl)NC(CC(=O)OC)=O